1-(cyclopropylmethyl)-6-(3,5-dimethylphenyl)-3H-imidazo[4,5-b]pyridin-2-one C1(CC1)CN1C(NC2=NC=C(C=C21)C2=CC(=CC(=C2)C)C)=O